N1=CC=C2N1C=CC(=C2)C2=CNC=1N=C(N=CC12)NC1CCC(CC1)NC(C)=O N-((1s,4s)-4-((5-(pyrazolo[1,5-a]pyridin-5-yl)-7H-pyrrolo[2,3-d]pyrimidin-2-yl)amino)cyclohexyl)acetamide